FC1=C(C(=O)C2=CNC3=NC=C(C=C32)C3=CC=C(C=C3)CCN3CCN(CC3)C3=CC(=C(C(=O)O)C=C3)F)C(=CC=C1NS(=O)(=O)N1C[C@@H](CC1)F)F 4-[4-[2-[4-[3-[2,6-difluoro-3-[[(3R)-3-fluoropyrrolidin-1-yl]sulfonylamino]benzoyl]-1H-pyrrolo[2,3-b]pyridin-5-yl]phenyl]ethyl]piperazin-1-yl]-2-fluoro-benzoic acid